[4-(difluoromethoxy)-2-fluorophenyl][1-ethyl-5-methoxy-6-(1H-1,2,3,4-tetrazol-5-yl)-1H-imidazo[4,5-b]pyridin-2-yl](2-fluorophenyl)methanol FC(OC1=CC(=C(C=C1)C(O)(C1=C(C=CC=C1)F)C=1N(C=2C(=NC(=C(C2)C2=NN=NN2)OC)N1)CC)F)F